ClC=1C=CC(=NC1)C(=O)NN1CCC(CC1)NC(OC(C)(C)C)=O tert-butyl (1-(5-chloropicolinamido)piperidin-4-yl)carbamate